CC1(C(C2=CC=C(C=C2C1)C1=C(C=CC=C1)OC(F)(F)F)NC(O[C@@H]1CN2CCC1CC2)=O)C (S)-quinuclidin-3-yl (2,2-dimethyl-5-(2-(trifluoromethoxy)phenyl)-2,3-dihydro-1H-inden-1-yl)carbamate